4-(1-methylcyclopropylsulfonylcarbamoyl)-3-(pyrrolidin-1-yl)benzoic acid CC1(CC1)S(=O)(=O)NC(=O)C1=C(C=C(C(=O)O)C=C1)N1CCCC1